C(C)(C)OC1=NC(=NC=C1)NCC1=C(N=NN1C)C1=CC=C(C(=N1)C)OCC1C(CCCC1)C(=O)O 2-(((6-(5-(((4-isopropoxypyrimidin-2-yl)amino)methyl)-1-methyl-1H-1,2,3-triazol-4-yl)-2-methylpyridin-3-yl)oxy)methyl)cyclohexane-1-carboxylic acid